CC(C)(OC(NCCOS(=O)(=O)C)=O)C methanesulfonic acid-2,2-dimethyl-4-oxo-5-aza-3-oxahept-7-yl ester